NC1=C(N=CC(=N1)N1CCC2(CC1)[C@@H](CC1=C2OC=C1)N)SC1=C(C(=NC=C1)N)Cl (R)-1'-(6-amino-5-((2-amino-3-chloropyridin-4-yl)thio)pyrazin-2-yl)-4,5-dihydrospiro[cyclopenta[b]furan-6,4'-piperidin]-5-amine